N1(N=CC=C1)C1=C(C=CC=C1)CN (2-(1H-pyrazol-1-yl)phenyl)methanamine